OC(CCCCCCCC(=O)O)C=CC(C(CCCCC)O)O 9,12,13-trihydroxyoctadec-10-enoic acid